2-((4-(((S)-2-hydroxy-1-phenylethyl)amino)-5-(3-(pyridin-2-yl)-1,2,4-oxadiazol-5-yl)pyrimidin-2-yl)amino)-7-methyl-6,7-dihydro-5H-pyrrolo[3,4-b]pyridin-5-one OC[C@H](C1=CC=CC=C1)NC1=NC(=NC=C1C1=NC(=NO1)C1=NC=CC=C1)NC1=CC=C2C(=N1)C(NC2=O)C